(E)-5-chloro-2-(2-(phenyl-(pyridin-2-yl)methylene)hydrazino)pyridine Ethyl-(Chloro(phenoxy)phosphoryl)-l-leucinate C(C)N([C@@H](CC(C)C)C(=O)O)P(=O)(OC1=CC=CC=C1)Cl.ClC=1C=CC(=NC1)N/N=C(/C1=NC=CC=C1)\C1=CC=CC=C1